FC(COCCC(C(=O)OC)(C)C1=CC(=CC=C1)I)(C#C)F Methyl 4-((2,2-difluorobut-3-yn-1-yl)oxy)-2-(3-iodophenyl)-2-methylbutanoate